(3aR)-tetrahydro-3H-[1,2,3]oxathiazolo[4,3-c][1,4]oxazin 1-oxide S1(OC[C@H]2COCCN21)=O